ClC1=NC=CC(=N1)C1=C(N=C(S1)C1(CCOCC1)C)C=1C(=C(C=CC1)NC(C)=O)F N-(3-(5-(2-chloropyrimidin-4-yl)-2-(4-methyltetrahydro-2H-pyran-4-yl)thiazol-4-yl)-2-fluorophenyl)acetamide